9-chloromethylxanthene ClCC1C2=CC=CC=C2OC=2C=CC=CC12